ClC=1C=C2C(OCCCN3C4=CC=CC=C4C=C3C=3C(=CC(=C(NS(C(C1O)=C2)(=O)=O)C3)F)F)=O 18-chloro-24,26-difluoro-19-hydroxy-14-oxa-21lambda6-thia-10,22-diazapentacyclo[21.3.1.116,20.02,10.04,9]octacosa-1(27),2,4,6,8,16,18,20(28),23,25-decaene-15,21,21-trione